[N+](=O)([O-])C1=CC=C(C=C1)C=N[C@H]1CNCCC1 (R)-1-(4-nitrophenyl)-N-(piperidin-3-yl)methanimine